C(C1=CC=CC=C1)N1CC(C=2C=CC=NC2C1)=O 7-benzyl-7,8-Dihydro-1,7-naphthyridin-5(6H)-one